C(C)NC(NC1=NC=C(C=C1)B1OC(C(O1)(C)C)(C)C)=O 3-ethyl-1-[5-(4,4,5,5-tetramethyl-1,3,2-dioxaborolan-2-yl)pyridin-2-yl]urea